4,4-bis(hydroxyphenyl)butanoic acid OC1=C(C=CC=C1)C(CCC(=O)O)C1=C(C=CC=C1)O